p-toluenesulfonic acid lithium [Li].CC1=CC=C(C=C1)S(=O)(=O)O